CC1(N(CC2=C1N=C(N=C2N2[C@@H](COCC2)C)C2=CNC1=CC=CC=C21)C(C2=CC=C(C=C2)S(=O)(=O)C)=O)C (R)-7,7-dimethyl-2-(1H-indol-3-yl)-6-(4-methylsulfonylbenzoyl)-4-(3-methylmorpholin-4-yl)-6,7-dihydro-5H-pyrrolo[3,4-d]pyrimidine